C(C)(=O)N1CC2(C1)CC(C2)C2=NN(C=1C=CC=C(C21)C2=C(C=C1C=NN(C1=C2)C)C#N)CC(=O)N(CC(=O)NCC(=O)OC)C methyl N-(2-(3-(2-acetyl-2-azaspiro[3.3]heptan-6-yl)-5'-cyano-1'-methyl-1H,1'H-[4,6'-biindazol]-1-yl)acetyl)-N-methylglycylglycinate